tert-butyl (2-(5-bromo-3,6-dimethoxypyridin-2-yl)ethyl)carbamate BrC=1C=C(C(=NC1OC)CCNC(OC(C)(C)C)=O)OC